5-(tert-butyl)-N-(1-(4-(2-(cyclopropanecarboxamido)pyridin-4-yl)-2-(trifluoromethyl)phenyl)ethyl)-1,2,4-oxadiazole-3-carboxamide C(C)(C)(C)C1=NC(=NO1)C(=O)NC(C)C1=C(C=C(C=C1)C1=CC(=NC=C1)NC(=O)C1CC1)C(F)(F)F